CN1C(CCC1)C=1C=C(C=CC1)O 3-(1-methylpyrrolidin-2-yl)phenol